C(C)(C)(C)C=1C(C=CC(C1)=O)=O 2-tertbutyl-1,4-benzoquinone